O[C@@H]([C@@H](C(=O)OCC)/N=C\1/[C@@]([C@@H]2C([C@H](C1)C2)(C)C)(C)O)CCCCCCCCCCCCCCC (2S,3R,E)-ethyl 3-hydroxy-2-(((1S,2S,5S)-2-hydroxy-2,6,6-trimethylbicyclo[3.1.1]heptan-3-ylidene)amino)octadecanoate